3-methyl-butane CC(CC)C